2-{6-azaspiro[2.5]octan-6-yl}-N-[8-(4,4-difluoropiperidin-1-yl)-7-fluoroquinolin-6-yl]-4-[(2R)-1-hydroxypropane-2-sulfonamido]benzamide C1CC12CCN(CC2)C2=C(C(=O)NC=1C=C3C=CC=NC3=C(C1F)N1CCC(CC1)(F)F)C=CC(=C2)NS(=O)(=O)[C@@H](CO)C